3-cyano-4-(isopropoxy)benzoyl chloride C(#N)C=1C=C(C(=O)Cl)C=CC1OC(C)C